S1C(=NC2=C1C=CC=C2)NC(=O)C=2C=CC=C1CCN(CC21)C2=CC=C(C(=N2)C(=O)OC(C)(C)C)C=2C(=C(OCC[C@H]1CN(CCC1)CC(=O)O)C=CC2)C (S)-2-(3-(2-(3-(6-(8-(benzo[d]thiazol-2-ylcarbamoyl)-3,4-dihydroisoquinolin-2(1H)-yl)-2-(tert-butoxycarbonyl)pyridin-3-yl)-2-methylphenoxy)ethyl)piperidin-1-yl)acetic acid